C(#N)C(C(=O)OCCCC)=C n-butyl 2-cyanoacrylate